C(C1CO1)[N+](C)(C)C glycidyl-trimethyl-ammonium